ClC=1C=C(OCC(=O)NCC(F)F)C=CC1C=1N(C2=NC=NC(=C2N1)OC1(CC1)C)CC1=NC=CC(=C1)C 2-(3-chloro-4-(6-(1-methylcyclopropoxy)-9-((4-methylpyridin-2-yl)methyl)-9H-purin-8-yl)phenoxy)-N-(2,2-difluoroethyl)acetamide